N,N-diethylaminopropyl-trimethoxysilane tert-butyl-(S)-benzyl(4-benzyl-4-azaspiro[2.5]octan-6-yl)carbamate C(C)(C)(C)OC(N([C@@H]1CN(C2(CC2)CC1)CC1=CC=CC=C1)CC1=CC=CC=C1)=O.C(C)N(CC)CCC[Si](OC)(OC)OC